8-chloro-3-(2,3,6-trifluorophenyl)-[1,2,4]triazolo[4,3-a]pyridine-7-carboxylic acid ClC=1C=2N(C=CC1C(=O)O)C(=NN2)C2=C(C(=CC=C2F)F)F